NCC1=CC2=C(SC=C2C[C@H](C(=O)OC(C)(C)C)[C@@H]2CN(CC2)C(=O)OC(C)(C)C)C=C1 Tert-butyl (R)-3-((S)-3-(5-(aminomethyl)benzo[b]thiophen-3-yl)-1-(tert-butoxy)-1-oxopropan-2-yl)pyrrolidine-1-carboxylate